6-(2,4-dichloro-8-fluoropyrido[4,3-d]pyrimidin-7-yl)-N,N-bis(4-methoxybenzyl)-4-methyl-5-(trifluoromethyl)pyridin-2-amine ClC=1N=C(C2=C(N1)C(=C(N=C2)C2=C(C(=CC(=N2)N(CC2=CC=C(C=C2)OC)CC2=CC=C(C=C2)OC)C)C(F)(F)F)F)Cl